C(=O)(O)C1=CC=C(C=C1)N1N=C(C(C(=C1)C)=O)C(=O)O 1-(4-carboxyl-phenyl)-5-methyl-4-oxo-1,4-dihydropyridazine-3-carboxylic acid